tert-Butyl 4-(4-oxo-3,4-dihydro-7H-pyrrolo[2,3-d]pyrimidin-7-yl)piperidine-1-carboxylate O=C1C2=C(N=CN1)N(C=C2)C2CCN(CC2)C(=O)OC(C)(C)C